Cl.FC(C=1C=C(C(=NC1)NC1=NC(=NS1)C1=NC=C(C=C1)OC(C)C)NC)F 5-(difluoromethyl)-N2-(3-(5-isopropoxypyridin-2-yl)-1,2,4-thiadiazol-5-yl)-N3-methylpyridine-2,3-diamine hydrochloride